m-tolylmethylaminofluorosilane C1(=CC(=CC=C1)CN[SiH2]F)C